4-formyl-3-(trifluoromethyl)benzoic acid C(=O)C1=C(C=C(C(=O)O)C=C1)C(F)(F)F